O1CCN(CC1)C1=CC2=C(N(C=N2)CCC2=CC=CC=C2)C=C1 5-Morpholino-N-phenethyl-1H-benzo[d]imidazole